C(C)(C)(C)NS(=O)(=O)C1=C(C=CC(=C1)NC(=O)NCC1=C(C=CC=C1)F)C1=CN=C(S1)C1CCC(CC1)NC(OC(C)C)=O isopropyl ((1r,4r)-4-(5-(2-(N-(tert-butyl)sulfamoyl)-4-(3-(2-fluorobenzyl)ureido)phenyl)thiazol-2-yl)cyclohexyl)carbamate